L-2-chloro-1-(2,4-dichlorophenyl)ethanone ClCC(=O)C1=C(C=C(C=C1)Cl)Cl